7-(3-(difluoromethoxy)-5-fluorophenyl)-4-oxo-1-((3-(trifluoromethyl)phenyl)sulfonyl)-1,2-dihydroquinazolin-3(4H)-acetic acid FC(OC=1C=C(C=C(C1)F)C1=CC=C2C(N(CN(C2=C1)S(=O)(=O)C1=CC(=CC=C1)C(F)(F)F)CC(=O)O)=O)F